1-methyl-3-[[4-(trifluoromethoxy)phenyl]carbamoyl]indazole-6-carbonyl azide CN1N=C(C2=CC=C(C=C12)C(=O)N=[N+]=[N-])C(NC1=CC=C(C=C1)OC(F)(F)F)=O